C[C@H](C(=O)N1CC2(CC2)C[C@H]1C(=O)N[C@@H](C[C@H]1C(NCC1)=O)C(COC(F)(F)F)=O)CC(C)C (S)-5-((S)-2,4-dimethylpentanoyl)-N-((S)-3-oxo-1-((S)-2-oxopyrrolidin-3-yl)-4-(trifluoromethoxy)butan-2-yl)-5-azaspiro[2.4]heptane-6-carboxamide